O1COC2=C1C=CC(=C2)CC(C)NCCOC 1-(1,3-benzodioxolan-5-yl)-N-(2-methoxyethyl)propan-2-amine